O=C1N(N=C(C(=C1C#N)C1=CC=CC=C1)C1=CC=CC=C1)CC#CCC 2,3-dihydro-3-oxo-2-(2-pentyn-1-yl)-5,6-diphenyl-4-pyridazinecarbonitrile